C(C)OC(=O)C1=CC(=NN1CC)CC=1C(=NC(=CC1)N1CC2CC2C1)CC 3-[(6-{3-Azabicyclo[3.1.0]hex-3-yl}-2-ethylpyridin-3-yl)methyl]-1-ethyl-1H-pyrazole-5-carboxylic acid ethyl ester